Cl.COC([C@@H](CC1=CC=C(C=C1)F)N)=O (R)-2-amino-3-(4-fluorophenyl)propionic acid methyl ester hydrochloride